(4aR,8aS)-6-[3-[(2,3-dimethylphenyl)methoxy]azetidine-1-carbonyl]-4,4a,5,7,8,8a-hexahydropyrido[4,3-b][1,4]oxazin-3-one CC1=C(C=CC=C1C)COC1CN(C1)C(=O)N1C[C@@H]2[C@@H](OCC(N2)=O)CC1